Cl.O1C[C@@H](CC1)NN |r| (±)-[oxolan-3-yl]hydrazine hydrogen chloride salt